C(C)(C)(C)C=1C=CC(=C(C1)C1CC2(C1)CCN(CC2)C(=O)C2CC1(C2)NC(CC1)=O)F (2r,4s)-2-(2-(5-(tert-butyl)-2-fluorophenyl)-7-azaspiro[3.5]nonane-7-carbonyl)-5-azaspiro[3.4]octan-6-one